FC1=C(C(=CC=C1C=1C=NC=CC1C)F)O 2,6-difluoro-3-(4-methylpyridin-3-yl)phenol